C(C)C1=C(N=C(C(=C1C(=O)O)[N+](=O)[O-])C)C1=CC(=CC=C1)I ethyl-6-(3-iodophenyl)-2-methyl-3-nitroisonicotinic acid